CON(C(=O)C1C2CCNCC12)C N-methoxy-N-methyl-3-azabicyclo[4.1.0]heptane-7-carboxamide